ClC1=CC(=NC(=N1)I)N1CC2(C1)CCN(CC2)C(=O)C2CC2 (2-(6-chloro-2-iodopyrimidin-4-yl)-2,7-diazaspiro[3.5]nonan-7-yl)(cyclopropyl)methanone